dimethyl 2-(2,4,6-trimethylbenzylidene)malonate CC1=C(C=C(C(=O)OC)C(=O)OC)C(=CC(=C1)C)C